C(CCC)(=O)C1=CC=C(OC=2C3=CC=C(N3)C(=C3C=CC(C(=C4C=CC(=C(C=5C=CC2N5)C5=CC=C(C=C5)Cl)N4)C4=CC=C(C=C4)Cl)=N3)C3=CC=C(C=C3)Cl)C=C1 5-(4-butyrylphenoxy)-10,15,20-tri(4-chlorophenyl)porphyrin